2,3-diethyl-5-methyl-4-isobutoxyphenol C(C)C1=C(C=C(C(=C1CC)OCC(C)C)C)O